5-((1-(tert-butyl)-3-(3-((4-ethylpyridazin-3-yl)oxy)cyclopentyl)-1H-pyrazol-5-yl)amino)-4-fluoro-2-(4-methoxybenzyl)-2,3-dihydrobenzo[d]isothiazole 1,1-dioxide C(C)(C)(C)N1N=C(C=C1NC=1C=CC2=C(CN(S2(=O)=O)CC2=CC=C(C=C2)OC)C1F)C1CC(CC1)OC=1N=NC=CC1CC